4-(methyl-sulfonyl)benzenethiol CS(=O)(=O)C1=CC=C(C=C1)S